C(C=C)(=O)OCCC[Si](OCC)(OCC)OCC 3-acryloxypropyl-triethoxysilane